C(CCCCC)(=O)Cl Hexanoyl chloride